1-[4-(4-{[(6-methylpyridin-3-yl)methyl]carbamoyl}-1H-1,2,3-triazol-1-yl)butyl]-N-{[3-(trifluoromethoxy)phenyl]methyl}-1H-1,2,3-triazole-4-carboxamide CC1=CC=C(C=N1)CNC(=O)C=1N=NN(C1)CCCCN1N=NC(=C1)C(=O)NCC1=CC(=CC=C1)OC(F)(F)F